N(C(=N)N)C=1SC=C(N1)CSCCC#N 2-guanidino-4-[cyanoethylthiomethyl]thiazole